NC1=CC(=C(N=N1)CC1C(NC[C@H](C1)C)=O)Cl (5s)-3-((6-amino-4-chloropyridazin-3-yl)methyl)-5-methylpiperidin-2-one